7-bromo-2-methoxyquinazolin-4(3H)-one BrC1=CC=C2C(NC(=NC2=C1)OC)=O